FC1=C(CN2[C@@H](CCC2=O)CC(=O)NC(C(=O)NC2=CC(=CC(=C2)OC)OC)C(C)C)C=CC=C1F 2-(2-((S)-1-(2,3-Difluorobenzyl)-5-oxopyrrolidin-2-yl)acetamido)-N-(3,5-dimethoxyphenyl)-3-methylbutanamide